C(C=S)(C=S)=S isopropanetriothion